anthryltrimethyltitanium C1(=CC=CC2=CC3=CC=CC=C3C=C12)[Ti](C)(C)C